COC=1OC=C2C=CC=CC12 methoxyisobenzofuran